5-Ethyl-3-hydroxy-1-phenethyl-4-(4-(trifluoromethyl)phenyl)-1,5-dihydro-2H-pyrrol-2-one C(C)C1C(=C(C(N1CCC1=CC=CC=C1)=O)O)C1=CC=C(C=C1)C(F)(F)F